N-ethyl-6-(hydroxymethyl)-N-methylpyridinecarboxamide C(C)N(C(=O)C1=NC(=CC=C1)CO)C